NC1=CN=C(N1C)\C=C/1\C(N=C(S1)NCCN(C)C)=O (5Z)-5-[(5-amino-1-methyl-1H-imidazol-2-yl)methylene]-2-{[2-(dimethylamino)ethyl]amino}-4(5H)thiazolone